BrCC=1C(=NC(=CC1Cl)Cl)C 3-(bromomethyl)-4,6-dichloro-2-methylpyridine